1-((R)-2-((1S,4aS,4bR,6aS,8R,10aS,10bR,12aS)-8-ethyl-8-hydroxy-12a-methyloctadecahydrochrysen-1-yl)-2-hydroxypropyl)-1H-pyrazole-4-carbonitrile C(C)[C@@]1(C[C@@H]2CC[C@H]3[C@@H]4CCC[C@@H]([C@]4(CC[C@@H]3[C@H]2CC1)C)[C@@](CN1N=CC(=C1)C#N)(C)O)O